N(=[N+]=[N-])[C@H](CC1=CC=CC=C1)COC (R)-(2-azido-3-methoxypropyl)benzene